CN1C(N(CCCC1)C)=O hexahydro-1,3-dimethyl-2H-1,3-diazepin-2-one